Tert-butyl ((3'-bromo-2'-methyl-[1,1'-biphenyl]-4-yl)methyl)carbamate BrC=1C(=C(C=CC1)C1=CC=C(C=C1)CNC(OC(C)(C)C)=O)C